C\C(=C/CC1C(CCC1)O)\CCC=C(C)C (e)-2-(3,7-dimethylocta-2,6-dienyl)cyclopentanol